(R)-7-((5-(2-(2-(dimethyl-amino)propan-2-yl)morpholino)pyridin-2-yl)amino)-4-(7-fluoro-imidazo[1,2-a]pyridin-3-yl)isoindolin-1-one CN(C(C)(C)[C@@H]1OCCN(C1)C=1C=CC(=NC1)NC=1C=CC(=C2CNC(C12)=O)C1=CN=C2N1C=CC(=C2)F)C